FC1=CC(=C(C=C1C1=CN=C(S1)C)O)C=1N=NC(=CC1)N1C[C@@H](CC1)NC1CC(C1)F 4-fluoro-2-(6-((R)-3-(((1r,3R)-3-fluorocyclobutyl)amino)pyrrolidin-1-yl)pyridazin-3-yl)-5-(2-methylthiazol-5-yl)phenol